Butyl-6-methylpyrimidine-2,4(1H,3H)-dione C(CCC)N1C(NC(C=C1C)=O)=O